tert-butyl ((1r,3r)-3-(4-(2-(4-((6-carbamoyl pyridazine-3-yl)oxy)phenyl)propan-2-yl)phenoxy)cyclobutyl)carbamate C(N)(=O)C1=CC=C(N=N1)OC1=CC=C(C=C1)C(C)(C)C1=CC=C(OC2CC(C2)NC(OC(C)(C)C)=O)C=C1